(1R,3S)-3-(5-{2-[2'-(1,3-dioxolan-2-yl)-3'-[(4-methoxyphenyl)methoxy]-[1,1'-biphenyl]-4-yl]acetamido}-2H-pyrazol-3-yl)cyclopentyl N-isopropylcarbamate C(C)(C)NC(O[C@H]1C[C@H](CC1)C=1NN=C(C1)NC(CC1=CC=C(C=C1)C1=C(C(=CC=C1)OCC1=CC=C(C=C1)OC)C1OCCO1)=O)=O